3-Methyl-1-butanthiol CC(CCS)C